(S)-2-((2-chloro-5-(3-(pyridin-4-yl)-1,2,4-oxadiazol-5-yl)pyridin-4-yl)amino)-2-phenylethan-1-ol ClC1=NC=C(C(=C1)N[C@H](CO)C1=CC=CC=C1)C1=NC(=NO1)C1=CC=NC=C1